C1(CC1)C1=NN2C(N=C(C=C2)C(C)N2C[C@@H](N(C[C@H]2CC)C2=NC(N(C=3N2N=C(C3)CC#N)C)=O)CC)=C1 2-(4-((2S,5R)-4-(1-(2-cyclopropylpyrazolo[1,5-a]pyrimidin-5-yl)ethyl)-2,5-diethylpiperazin-1-yl)-1-methyl-2-oxo-1,2-dihydropyrazolo[1,5-a][1,3,5]triazin-7-yl)acetonitrile